3-(1-isopropyl-3,3,5,7-tetramethyl-octahydrobenzo[c]isoxazol-5-yl)-4-methylbenzonitrile C(C)(C)N1OC(C2C1C(CC(C2)(C)C=2C=C(C#N)C=CC2C)C)(C)C